3-[2-(8-bromo-4-oxo-chromen-2-yl)-5-methyl-phenoxy]propanoic acid BrC=1C=CC=C2C(C=C(OC12)C1=C(OCCC(=O)O)C=C(C=C1)C)=O